C[SiH](C1=CC=C(C=C1)[Si](C(C)(C)C)(C(C)(C)C)C1=CC=C(C=C1)[SiH](C)C)C bis(4-(dimethylsilyl)phenyl)di-t-butylsilane